OC(C)C1=NC2=C(OC13NC1=CC=CC=C1C3(C)C)C=CC3=CC(=CC=C32)OC 1-hydroxyethyl-3,3-dimethyl-8'-methoxyspiro[indoline-2,3'-[3H]-naphtho[2,1-b][1,4]oxazine]